ClC1=CNC2=C(C=CC=C12)NS(=O)(=O)C=1C=NN(C1)C1=NC=C(C=C1)F N-(3-chloro-1H-indol-7-yl)-1-(5-fluoro-2-pyridyl)pyrazole-4-sulfonamide